S(CO)CO thiodimethylalcohol